CC1=CC=C(C=C1)CN1C(C(CC1=O)C1=CC=CC=C1)CC(=O)NS(=O)(=O)C 2-[1-[(4-methylphenyl)methyl]-5-oxo-3-phenylpyrrolidin-2-yl]-N-methylsulfonylacetamide